gold p-toluenesulfonate CC1=CC=C(C=C1)S(=O)(=O)[O-].[Au+3].CC1=CC=C(C=C1)S(=O)(=O)[O-].CC1=CC=C(C=C1)S(=O)(=O)[O-]